C(C)(C)(C)OC(=O)N1CC2=NNC=C2C1C 4-methyl-4,6-dihydropyrrolo[3,4-c]Pyrazole-5(2H)-carboxylic acid tert-butyl ester